C(C(C)C)(=O)NC=1NC(C=2NC=NC2N1)=O N2-Isobutyrylguanine